(3,5-difluoro-4-hydroxyphenyl)boranediol FC=1C=C(C=C(C1O)F)B(O)O